2-((4-fluoro-3-methoxy-2-methylphenyl)-amino)-4-(trifluoromethyl)benzoic acid FC1=C(C(=C(C=C1)NC1=C(C(=O)O)C=CC(=C1)C(F)(F)F)C)OC